C12CN(CC(O1)C2)C2=CC=C(C(=N2)C)NC2CC1(C2)CC(C1)N N2-(6-(6-oxa-3-azabicyclo[3.1.1]heptan-3-yl)-2-methylpyridin-3-yl)spiro[3.3]heptane-2,6-diamine